ONS(=O)(=O)C1=C(C=CC(=C1)C)C N-hydroxy-2,5-dimethylbenzene-1-sulfonamide